2-methyl-5,6,7,8,9,10-hexahydropyrido[3',2':4,5]pyrrolo[2,3-d]azepine CC=1C=CC2=C(NC=3CCNCCC32)N1